3-(4-(4-((phenylthio)methyl)-1H-imidazol-1-yl)phenyl)-5-(trifluoromethyl)-1,2,4-oxadiazole C1(=CC=CC=C1)SCC=1N=CN(C1)C1=CC=C(C=C1)C1=NOC(=N1)C(F)(F)F